(1R,3S,4R)-3-methyl-4-(7-(perfluoropropan-2-yl)-9b-(phenylsulfonyl)-2,3,3a,4,5,9b-hexahydro-1H-pyrrolo[3,2-f]quinoline-3-carbonyl)cyclohexane-1-carboxylic acid C[C@H]1C[C@@H](CC[C@H]1C(=O)N1CCC2(C=3C=CC(=NC3CCC21)C(C(F)(F)F)(C(F)(F)F)F)S(=O)(=O)C2=CC=CC=C2)C(=O)O